CC1=C(C(=O)NC=2SC(=C(N2)C)[N+](=O)[O-])C=CC(=C1)I methyl-4-iodo-N-(4-methyl-5-nitrothiazol-2-yl)benzamide